N-(1-amino-3-hydroxy-1-oxopropan-2-yl)-5-((2-(difluoromethyl)pyridin-3-yl)methoxy)-2-methylbenzofuran-3-carboxamide NC(C(CO)NC(=O)C1=C(OC2=C1C=C(C=C2)OCC=2C(=NC=CC2)C(F)F)C)=O